(4bR,9bR)-9b-amino-7-((R)-1-cyclopropylethyl)-4b-hydroxy-4-nitro-4b,9b-dihydro-10H-indeno[1,2-b]benzofuran-10-one N[C@]12[C@](OC3=C1C=CC(=C3)[C@H](C)C3CC3)(C3=C(C=CC=C3C2=O)[N+](=O)[O-])O